(E)-(6-amino-5-((3-(3-hydroxy-3-methylbut-1-yn-1-yl)phenyl)carbamoyl)pyridin-3-yl)boronic acid NC1=C(C=C(C=N1)B(O)O)C(NC1=CC(=CC=C1)C#CC(C)(C)O)=O